N-((S)-3-(3,4-Dihydroisoquinolin-2(1H)-yl)-2-hydroxypropyl)-6-(1-((R)-tetrahydrofurane-3-yl)-1H-pyrazol-4-yl)imidazo[1,2-a]pyridine-2-carboxamide C1N(CCC2=CC=CC=C12)C[C@H](CNC(=O)C=1N=C2N(C=C(C=C2)C=2C=NN(C2)[C@H]2COCC2)C1)O